1,3-Bis(4-formylphenoxy)propane C(=O)C1=CC=C(OCCCOC2=CC=C(C=C2)C=O)C=C1